(3aR,6aS)-5-((4-bromo-5-chloropyridin-2-yl)carbamoyl)hexahydrocyclopenta[c]pyrrole-2(1H)-carboxylic acid tert-butyl ester C(C)(C)(C)OC(=O)N1C[C@@H]2[C@H](C1)CC(C2)C(NC2=NC=C(C(=C2)Br)Cl)=O